FC(C1=CC=C(C=C1)N1C=2N(CC(C1)CNCC#C)N=CC2)(F)F N-((4-(4-(trifluoromethyl)phenyl)-4,5,6,7-tetrahydropyrazolo[1,5-a]pyrimidin-6-yl)methyl)prop-2-yn-1-amine